D-Mannose O=C[C@@H](O)[C@@H](O)[C@H](O)[C@H](O)CO